C(C)(C)(C)OC(=O)NC/C(/COC=1C=C2CCN(C(C2=CC1)=O)CP(O)(O)=O)=C\F [6-[(E)-2-[(tert-Butoxycarbonylamino)methyl]-3-fluoro-allyloxy]-1-oxo-3,4-dihydroIsoquinolin-2-yl]Methyl-phosphonic acid